NC(COCCOCCOCCOCCOCCOCCOCCOCCOCCOCCOCCO)O amino-dodecaethylene glycol